C1(=CC=CC=C1)C1=NOCC1 PHENYLISOXAZOLINE